bis(N-methylimidazole) ruthenium [Ru].CN1C=NC=C1.CN1C=NC=C1